tert-butyl 4-(2-(1-acetyl-1,2,3,6-tetrahydropyridin-4-yl)-4-(2-ethoxy-2-oxoethyl)-5-ethyl-7-oxo-4,7-dihydro-[1,2,4]triazolo[1,5-a]pyrimidin-6-yl)piperazine-1-carboxylate C(C)(=O)N1CCC(=CC1)C1=NN2C(N(C(=C(C2=O)N2CCN(CC2)C(=O)OC(C)(C)C)CC)CC(=O)OCC)=N1